4-(5-(Hydroxymethyl)-2-((4-(methylsulfonyl)phenyl)amino)thiazol-4-yl)-N-methylbenzenesulfonamide OCC1=C(N=C(S1)NC1=CC=C(C=C1)S(=O)(=O)C)C1=CC=C(C=C1)S(=O)(=O)NC